IC1=CC=C(OC2=CC=CC=N2)C=C1 6-(4-iodophenoxy)pyridin